C(C)(C)(C)C1=CC=C(C=C1)[C@H]([C@@H](C)NC(OC(C)(C)C)=O)O tert-Butyl N-[(1R,2R)-2-(4-tert-butylphenyl)-2-hydroxy-1-methyl-ethyl]carbamate